CC=1N=C2N(N=C(C=C2C)C2=CN=C3C(=N2)SC(=C3)CC3CCN(CC3)C(=O)OC(C)(C)C)C1 tert-butyl 4-((3-(2,8-dimethylimidazo[1,2-b]pyridazin-6-yl)thieno[2,3-b]pyrazin-6-yl)methyl)piperidine-1-carboxylate